FC1(C2COCC1CNC2)F 9,9-difluoro-3-oxa-7-azabicyclo[3.3.1]nonan